5-(3-(aminomethyl)phenyl)-3-((2-(carboxymethyl)phenoxy)methyl)benzofuran-2-carboxylic acid NCC=1C=C(C=CC1)C=1C=CC2=C(C(=C(O2)C(=O)O)COC2=C(C=CC=C2)CC(=O)O)C1